(1s,4s)-4-(8-(2-chloro-4,6-difluorophenylamino)-2-(4,4-difluorocyclohexylamino)-9H-purin-9-yl)-1-methylcyclohexanecarboxamide ClC1=C(C(=CC(=C1)F)F)NC=1N(C2=NC(=NC=C2N1)NC1CCC(CC1)(F)F)C1CCC(CC1)(C(=O)N)C